[Si](C1=CC=CC=C1)(C1=CC=CC=C1)(C(C)(C)C)OC[C@@]12CCCN2[C@@H](CC1)C=O (3s,7aR)-7a-(((Tert-butyldiphenylsilyl)oxy)methyl)hexahydro-1H-pyrrolizine-3-carbaldehyde